Methyl 3-(4-(benzo[b]thiophen-3-yl)thiophen-2-yl)-3-oxopropanoate S1C2=C(C(=C1)C=1C=C(SC1)C(CC(=O)OC)=O)C=CC=C2